BrC1=C(C=C2C(=CN(C2=C1)C1CN(C1)C(=O)OC(C)(C)C)C(C(F)F)=O)F tert-butyl 3-(6-bromo-3-(2,2-difluoroacetyl)-5-fluoro-1H-indol-1-yl)azetidine-1-carboxylate